4-Cyclohexyl-5-methylbenzol C1(CCCCC1)C1=CC=CC=C1C